C(CCCCCCCCCC)NC(CC)=O N-undecylpropionamide